NC1=C(C=C(C=C1C(=O)NC1=CC(=CC=C1)F)C1=CC=C(C=C1)Br)C1=CC=C(C=C1)S(N)(=O)=O 4'-amino-4-bromo-N-(3-fluorophenyl)-4''-sulfamoyl-[1,1':3',1''-terphenyl]-5'-carboxamide